(2'-fluoro-2-methyl-[1,1'-biphenyl]-3-yl)methanol FC1=C(C=CC=C1)C1=C(C(=CC=C1)CO)C